C(CC)OP(OCCC)(=O)CCC(=O)NO (3-(hydroxyamino)-3-oxopropyl)phosphonic acid dipropyl ester